ClC=1C(=NC=C(C1)N1CCN(CC1)CC=1C=C2NC(C(=NC2=C(C1)OC(F)F)C)=O)C(=O)NC chloro-5-(4-((8-(difluoromethoxy)-2-methyl-3-oxo-3,4-dihydroquinoxalin-6-yl)methyl)piperazin-1-yl)-N-methylpyridinecarboxamide